methyl (S)-2-(2,6-difluoro-4-(((R)-1,1,1-trifluoropropan-2-yl)amino)benzamido)-3-(8-(4,4,5,5-tetramethyl-1,3,2-dioxaborolan-2-yl)chroman-5-yl)propanoate FC1=C(C(=O)N[C@H](C(=O)OC)CC2=C3CCCOC3=C(C=C2)B2OC(C(O2)(C)C)(C)C)C(=CC(=C1)N[C@@H](C(F)(F)F)C)F